1-(5-(sec-butylsulfanyl)-4-(3,4-dichlorophenyl)thiazol-2-yl)-3-methyl-4-(2-nitrophenylmethyl)-1H-pyrazole-5-carboxylic acid C(C)(CC)SC1=C(N=C(S1)N1N=C(C(=C1C(=O)O)CC1=C(C=CC=C1)[N+](=O)[O-])C)C1=CC(=C(C=C1)Cl)Cl